[(2S,3R,4S,5R,6R)-3,4,5-triacetoxy-6-[2-methyl-4-[3-(methylcarbamoyl) phenyl]phenoxy] tetrahydropyran-2-yl]methyl acetate C(C)(=O)OC[C@@H]1O[C@@H]([C@@H]([C@H]([C@@H]1OC(C)=O)OC(C)=O)OC(C)=O)OC1=C(C=C(C=C1)C1=CC(=CC=C1)C(NC)=O)C